(R)-1-Bromo-6-(1-((tert-butyldimethylsilyl)oxy)ethyl)phenazine BrC1=CC=CC2=NC3=C(C=CC=C3N=C12)[C@@H](C)O[Si](C)(C)C(C)(C)C